6-(4-(((3R,4R)-4-hydroxy-3-(4-methyl-1-oxo-1,3-dihydroisobenzofuran-5-yl)piperidin-1-yl)methyl)oxazol-2-yl)-4-methylnicotinonitrile O[C@H]1[C@@H](CN(CC1)CC=1N=C(OC1)C1=NC=C(C#N)C(=C1)C)C=1C(=C2COC(C2=CC1)=O)C